1-Benzyl-3-phenyl-1H-pyrazole C(C1=CC=CC=C1)N1N=C(C=C1)C1=CC=CC=C1